C(#N)[C@H](C[C@H]1C(NCC1)=O)NC([C@H](CC(C)(C)C)NC(=O)C=1NC2=CC=CC(=C2C1)C(F)(F)F)=O N-[(2S)-1-({(1S)-1-cyano-2-[(3S)-2-oxopyrrolidin-3-yl]ethyl}amino)-4,4-dimethyl-1-oxopentan-2-yl]-4-(trifluoromethyl)-1H-indole-2-carboxamide